C(C=C)(=O)N1CC(CC1)C=1N=C(N2C(=NC=CC21)N)C2=CC(=C(C(=O)NC1=NC=CC(=C1)C#N)C=C2)Cl 4-(1-(1-acryloylpyrrolidin-3-yl)-5-aminoimidazo[1,5-c]pyrimidin-3-yl)-2-chloro-N-(4-cyanopyridin-2-yl)benzamide